S-{bis[4-(methylsulfinyl)phenyl]methyl}-L-cysteine CS(=O)C1=CC=C(C=C1)C(SC[C@H](N)C(=O)O)C1=CC=C(C=C1)S(=O)C